6-azido-2,4-diacetylamino-2,4,6-trideoxy-D-mannose N(=[N+]=[N-])C[C@H]([C@H]([C@@H]([C@@H](C=O)NC(C)=O)O)NC(C)=O)O